C(C=C)(=O)OCC(C(C(=O)N1[C@@H](CCCC1)C(=O)O[C@H](CCC1=C(C(=C(C=C1)OC)OC)F)C=1C=C(OCC(=O)O)C=CC1)=O)(C)C 2-(3-((R)-1-(((S)-1-(4-(acryloyloxy)-3,3-dimethyl-2-oxobutanoyl)piperidine-2-carbonyl)oxy)-3-(2-fluoro-3,4-dimethoxyphenyl)propyl)phenoxy)acetic acid